2-{5-[2-(cyclopentylamino)pyridin-4-yl]-4-(4-fluorophenyl)-1H-imidazol-1-yl}-1-(piperazin-1-yl)ethan C1(CCCC1)NC1=NC=CC(=C1)C1=C(N=CN1CCN1CCNCC1)C1=CC=C(C=C1)F